BrC=1C=C(N(N1)C(CNC(=O)OC(C)(C)C)C1CC1)C(=O)OC methyl 5-bromo-2-[2-(tert-butoxycarbonylamino)-1-cyclopropyl-ethyl]pyrazole-3-carboxylate